O1CCOC12CCN(CC2)C=2C1=CN(N=C1C(=CC2)C(=O)NC=2C=C(C=1N(C2)C=C(N1)C)F)C 4-(1,4-dioxa-8-azaspiro[4.5]decan-8-yl)-N-(8-fluoro-2-methyl-imidazo[1,2-a]pyridin-6-yl)-2-methyl-indazole-7-carboxamide